CN1N=CC(=C1)C1=CC=C(CNC2=CC(=NC=N2)C2=CN=C3N2C=CC(=C3)OCCOCCO)C=C1 2-[2-(3-{6-[4-(1-methyl-1H-pyrazol-4-yl)-benzylamino]-pyrimidin-4-yl}-imidazo[1,2-a]Pyridin-7-yloxy)-ethoxy]-ethanol